4-chloro-5-fluoro-1H-pyrrolo[2,3-b]pyridine ClC1=C2C(=NC=C1F)NC=C2